3,5-dihydroxy-4H-chromen-4-one OC1=COC2=CC=CC(=C2C1=O)O